ClC1=C(C(=C(C=C1)NC(=O)NC1=CC(=CC=C1)F)F)C(=O)C=1C=C2N=C(C=NC2=CC1)OCCOC 1-(4-chloro-2-fluoro-3-(3-(2-methoxyethoxy)quinoxaline-6-carbonyl)phenyl)-3-(3-fluorophenyl)urea